C1(CC1)N1C=C(C(C2=CC(=C(C(=C12)Cl)N1CC(CC1)N1CCNCC1)F)=O)C(=O)O 1-cyclopropyl-8-chloro-6-fluoro-1,4-dihydro-7-(3-(piperazinyl)pyrrolidinyl)-4-oxo-3-quinolinecarboxylic acid